2-chloro-5-methyl-N1-((5-methylpyrazin-2-yl)methyl)benzene-1,3-diamine ClC1=C(C=C(C=C1N)C)NCC1=NC=C(N=C1)C